FC1=C(O[P@@](=O)(OC2=CC=CC=C2)N[C@@H](CC2=CC=CC=C2)C(=O)OCCCCCCCCCCCCCC)C(=C(C(=C1F)F)F)F tetradecyl ((S)-(perfluorophenoxy)(phenoxy)phosphoryl)-L-phenylalaninate